3,3-difluoro-1-oxaspiro[3.5]nonan-7-amine FC1(COC12CCC(CC2)N)F